Dimethyl-6-bromo-Spiro[2H-1-benzopyran-2,2'-[2H]indole]-1'(3'H)-propanol CC1(C2(N(C3=CC=CC=C13)CCCO)OC1=C(C=C2)C=C(C=C1)Br)C